C(C1=CC=CC=C1)N(CC)CC1=NN=C(S1)N 5-{[benzyl-(ethyl)amino]methyl}-1,3,4-thiadiazol-2-amine